7-(3-(1,2-dimethyl-1H-imidazol-5-yl)-7,8-dihydro-1,6-naphthyridin-6(5H)-yl)-8-methyl-4H-pyrimido[1,2-b]pyridazin-4-one CN1C(=NC=C1C=1C=NC=2CCN(CC2C1)C=1C(=CC=2N(N1)C(C=CN2)=O)C)C